Cl.FC1=C(C=C(C=C1)C1=CC2=C(N=C(N=C2)N[C@@H]2CNCCC2)N(C1=O)C(C)C)NS(=O)(=O)CC1=CC=CC=C1 (S)-N-(2-fluoro-5-(8-isopropyl-7-oxo-2-(piperidin-3-ylamino)-7,8-dihydropyrido[2,3-d]pyrimidin-6-yl)phenyl)-1-phenylmethanesulfonamide hydrochloride